ClC1=C(COS(=O)(=O)C2=CC=C(C)C=C2)C(=CC=C1)Cl p-toluenesulfonic acid-2,6-dichlorobenzyl ester